O=C1C=CC(=CN1S(=O)(=O)C1=CC(=CC=C1)C(NCC#C)=O)C(=O)N 6-oxo-1-((3-(prop-2-yn-1-ylcarbamoyl)phenyl)sulfonyl)-1,6-dihydropyridine-3-carboxamide